2-[4-[3-[3-[4-(2-carboxyethyl)-2,6-dichloro-phenoxy]propoxy]propoxy]-3-chlorophenyl]-1,3-benzoxazole-6-carboxylic acid C(=O)(O)CCC1=CC(=C(OCCCOCCCOC2=C(C=C(C=C2)C=2OC3=C(N2)C=CC(=C3)C(=O)O)Cl)C(=C1)Cl)Cl